C(C)(C)N1N=C(C=C1)C=1C(=C2C(=NC(=NN2C1)C=1N(C=CN1)C)N[C@H]1C[C@H](CC1)OC)C |r| rac-6-(1-Isopropyl-1H-pyrazol-3-yl)-N-((1R,3S)-3-methoxycyclopentyl)-5-methyl-2-(1-methyl-1H-imidazol-2-yl)pyrrolo[2,1-f][1,2,4]triazin-4-amine